4-chloro-5-fluoro-1H-indole-2-carboxamide ClC1=C2C=C(NC2=CC=C1F)C(=O)N